Cl.N[C@H]1CN(CC1)C=1C=CC=2N(N1)C=C(N2)C(=O)O (R)-6-(3-aminopyrrolidin-1-yl)imidazo[1,2-b]pyridazine-2-carboxylic acid hydrochloride